BrC1=CC=CC(=N1)C1=CN=C2N1C=C(N=C2)Cl 3-(6-bromo-2-pyridyl)-6-chloro-imidazo[1,2-a]pyrazine